ClC=1C=C2CN(CC2=CC1)C1CCN(CC1)C(=O)N1C[C@@H]2[C@@H](OCC(N2)=O)CC1 (4aR,8aS)-6-[4-(5-chloroisoindolin-2-yl)piperidine-1-carbonyl]-4,4a,5,7,8,8a-hexahydropyrido[4,3-b][1,4]oxazin-3-one